ClC=1C(=C(C=CC1F)NC1=NC=NC2=CC=C(C=C12)[C@@H]1CN(CCC1)C(C=C)=O)F (R)-1-(3-(4-((3-chloro-2,4-difluorophenyl)amino)quinazolin-6-yl)piperidin-1-yl)prop-2-en-1-one